(2-nitro)phenylglycine [N+](=O)([O-])C1=C(C(N)C(=O)O)C=CC=C1